CC=1C(=C2C(N(C(C2=CC1)=O)C1C(NC(CC1)=O)=O)=O)N1CCCCC1 methylpiperidin-1-yl-2-(2,6-dioxopiperidin-3-yl)isoindoline-1,3-dione